C(C)O[C@H]1C[C@@H](N(CC1)C1CCS(C2=C1C=1C=CNC1C(=C2)C)(=O)=O)C2=CC=C(C(=O)O)C=C2 4-((2r,4r)-4-ethoxy-1-(4-methyl-6,6-dioxo-3,7,8,9-tetrahydrothiopyrano[3,2-e]indol-9-yl)piperidin-2-yl)benzoic acid